FC1=CC=C(C=C1)S(=O)(=O)NC(=O)C1=NOC(C1)(C1=CC=CC=C1)C1=CC=CC=C1 N-((4-fluorophenyl)sulfonyl)-5,5-diphenyl-4,5-dihydroisoxazole-3-carboxamide